Cl.CO[C@H]1[C@H](CNC1)O (3s,4r)-4-methoxypyrrolidine-3-ol hydrochloride